C(C)OC(=O)C1(CC(=NO1)C1=C(C=C(C(=C1)C=1N=NC(=CC1)Cl)F)Cl)C 3-[2-chloro-5-(6-chloropyridazin-3-yl)-4-fluoro-phenyl]-5-methyl-4H-isoxazole-5-carboxylic acid ethyl ester